(R)-3-(4-(4-((1-(3-(difluoromethyl)-2-fluorophenyl)ethyl)amino)-1-methyl-7-oxopyrido[3,4-d]pyridazine-6(7H)-yl)piperidin-1-yl)-3-oxopropionic acid methyl ester COC(CC(=O)N1CCC(CC1)N1C=C2C(=NN=C(C2=CC1=O)C)N[C@H](C)C1=C(C(=CC=C1)C(F)F)F)=O